6-(3-(2-(trifluoromethyl)phenyl)piperazin-1-yl)pyrimidine-2,4-diamine FC(C1=C(C=CC=C1)C1CN(CCN1)C1=CC(=NC(=N1)N)N)(F)F